1'-methyl-N-(4-(methylsulfonyl)phenyl)-1'H-spiro[cyclohexane-1,4'-pyrimido[5',4':4,5]pyrrolo[2,1-c][1,2,4]triazin]-7'-amine CN1N=CC2(N3C1=CC1=C3N=C(N=C1)NC1=CC=C(C=C1)S(=O)(=O)C)CCCCC2